triazatridecane-7-amine NNNCCCC(CCCCCC)N